N1C=CC2=CC=C(C=C12)NC1=NN2C(=NC=CC2=N1)C1=CC(=C(C(=C1)OC)OC)OC N-(1H-indol-6-yl)-5-(3,4,5-trimethoxyphenyl)-[1,2,4]triazolo[1,5-c]pyrimidin-2-amine